F[C@@]1(C=2C=CC=NC2[C@](CC1)(C)O)C(=O)NCC1(CCCCC1)N1CCOCC1 (5S,8R)-5-fluoro-8-hydroxy-8-methyl-N-((1-morpholinocyclohexyl)methyl)-5,6,7,8-tetrahydroquinoline-5-carboxamide